FC(C1=C(C=C(OCC(=O)OC(C)(C)C)C=C1)F)F Tert-Butyl 2-(4-(difluoromethyl)-3-fluorophenoxy)acetate